ClC1=C(C=C(C=C1NC1=NC=2N(C(=N1)N(CC1=CC=C(C=C1)OC)C1CC1)N=CC2C#N)C#N)N2CC1(CCN(C1)C(=O)OC(C)(C)C)CC2C tert-butyl 7-(2-chloro-5-cyano-3-((8-cyano-4-(cyclopropyl(4-methoxy benzyl)amino)pyrazolo[1,5-a][1,3,5]triazin-2-yl)amino)phenyl)-8-methyl-2,7-diazaspiro[4.4]nonane-2-carboxylate